C(C=C)N1C2(CC(C2)C2CCC2)C(N(C1=O)C1=CN=CC2=CC=CC=C12)=O 5-allyl-2-cyclobutyl-7-(isoquinolin-4-yl)-5,7-diazaspiro[3.4]octane-6,8-dione